4,4'-Azobis-4-cyanovaleric acid CC(CCC(=O)O)(C#N)N=NC(C)(CCC(=O)O)C#N